FC(CN1CCC(CC1)C=1SC2=C(N1)C=C(C=C2)B2OC(C(O2)(C)C)(C)C)F 2-(1-(2,2-difluoroethyl)piperidin-4-yl)-5-(4,4,5,5-tetramethyl-1,3,2-dioxaborolan-2-yl)benzo[d]thiazole